N-(6-(4-chlorophenyl)quinolin-8-yl)-5-((5-(diethylamino)pentan-2-yl)amino)pyrazine-2-carboxamide ClC1=CC=C(C=C1)C=1C=C2C=CC=NC2=C(C1)NC(=O)C1=NC=C(N=C1)NC(C)CCCN(CC)CC